6-oxo-5-(4-(trifluoromethyl)phenyl)-2,3,5,6-tetrahydrofuro[3,2-c]pyridine-7-carboxylic acid O=C1C(=C2C(=CN1C1=CC=C(C=C1)C(F)(F)F)CCO2)C(=O)O